benzyl 2-(5,7-dichloro-2-(3-chlorobenzoyl)-1,2,3,4-tetrahydroisoquinoline-6-carboxamido)-3-(3-((R)-2,3-dihydro-1H-inden-1-yl)ureido)propanoate ClC1=C2CCN(CC2=CC(=C1C(=O)NC(C(=O)OCC1=CC=CC=C1)CNC(=O)N[C@@H]1CCC2=CC=CC=C12)Cl)C(C1=CC(=CC=C1)Cl)=O